5-chloro-2-(3-chloro-2-pyridyl)-N-(1,6-dibromo-3-carbamoyl-2-naphthyl)pyrazole-3-carboxamide ClC=1C=C(N(N1)C1=NC=CC=C1Cl)C(=O)NC1=C(C2=CC=C(C=C2C=C1C(N)=O)Br)Br